3-(5-(2-(2H-1,2,3-Triazol-2-yl)acetyl)-2-(2,2,2-trifluoroethoxy)phenyl)-2-((4-(2-((6-(trifluoromethyl)pyridin-3-yl)oxy)acetyl)piperazin-1-yl)methyl)pyrido[2,3-d]pyrimidin-4(3H)-one N=1N(N=CC1)CC(=O)C=1C=CC(=C(C1)N1C(=NC2=C(C1=O)C=CC=N2)CN2CCN(CC2)C(COC=2C=NC(=CC2)C(F)(F)F)=O)OCC(F)(F)F